NCCSSCCN aminoethyldisulfide